FC1(CC2=CSC=3C(N[C@H](CN(C1)C32)C)=O)F (10S)-6,6-difluoro-10-methyl-2-thia-8,11-diazatricyclo[6.4.1.04,13]trideca-1(13),3-dien-12-one